C(=O)(O)C1=C(C=C(C=C1)C1=CC(=C(C=C1)OC)F)N1C(C2=CC=C(C=C2C1=O)C(=O)O)=O 2-(4-Carboxy-3'-fluoro-4'-methoxy[1,1'-biphenyl]-3-yl)-1,3-dioxo-2,3-dihydro-1H-isoindole-5-carboxylic acid